C12(CC(C1)C2)C2C[C@H](NC2)C(=O)N[C@H](C(=O)OC)C[C@H]2C(NCC2)=O (2S)-methyl 2-((2S)-4-(bicyclo[1.1.1]pentan-1-yl)pyrrolidine-2-carboxamido)-3-((S)-2-oxopyrrolidin-3-yl)propanoate